C(C)N(C1=CC=C(C=C1)C)C1=CC=2CC3=CC=C(C=C3C2C=C1C)N(C1=CC=CC=C1)CC 2-(N-ethyl-p-toluidino)-3-methyl-6-(N-ethylanilino)fluorene